O=C1C=CC2=C3C=CCC=4C(C=CC(=C5C=CC(C1=C52)=O)C43)=O 3,10-dihydro-oxo-4,9-perylenequinone